C(C)(=O)N(N(C(=O)C1=CC=2C3=C(C(=NC2C=C1)N)C=NN3C)CC3=C(C=C(C=C3)C3=CN=CS3)F)C N'-acetyl-4-amino-N-(2-fluoro-4-(thiazol-5-yl)benzyl)-N',1-dimethyl-1H-pyrazolo[4,3-c]quinoline-8-carbohydrazide